5-(phenylethynyl)phthalimide C1(=CC=CC=C1)C#CC1=CC=C2C(C(=O)NC2=O)=C1